C(C)(C)(C)[Si](C)(C)OCCN1N=CC(=C1)OC=1N=NC(=CC1)Cl tert-butyl-[2-[4-(6-chloropyridazin-3-yl)oxypyrazol-1-yl]ethoxy]-dimethyl-silane